6-{2-[6-chloro-4-(cyclobutylamino)pyridazin-3-yl]ethynyl}-2-azaspiro[3.3]heptane-2-carboxylic acid tert-butyl ester C(C)(C)(C)OC(=O)N1CC2(C1)CC(C2)C#CC=2N=NC(=CC2NC2CCC2)Cl